(E)-1-(3-((3,7-dimethyloct-3-yl)oxy)prop-1-en-1-yl)-4-methoxybenzene CC(CC)(CCCC(C)C)OC/C=C/C1=CC=C(C=C1)OC